[N+](=O)([O-])C=1C=C(C=CC1F)NC1=C2C=C(NC2=CC(=C1)C)C(=O)O 4-((3-nitro-4-fluorophenyl)amino)-6-methyl-1H-indole-2-carboxylic acid